ClC=1C(=NC(=NC1)NC1CCC(CC1)N)C1=CN=C2N1C=C(C=C2)C2=CC=C(C=C2)OC (1r,4r)-N1-(5-Chloro-4-(6-(4-methoxyphenyl)imidazo[1,2-a]pyridin-3-yl)pyrimidin-2-yl)cyclohexane-1,4-diamine